N-(tert-butoxycarbonyl-aminopropyl)methacrylamide C(C)(C)(C)OC(=O)C(CCNC(C(=C)C)=O)N